C[C@@H]1N(C[C@H](N(C1)C(CC)C12CC(C1)(C2)C(F)(F)F)C)C(=O)OC(C)(C)C tert-butyl (2S,5R)-2,5-dimethyl-4-(1-(3-(trifluoromethyl)bicyclo[1.1.1]pentan-1-yl)propyl)piperazine-1-carboxylate